7-methyl-2,7-diazaspiro[3.5]nonane CN1CCC2(CNC2)CC1